COC1=CC=C(C=N1)C1=NC(=NC(=C1)C(F)(F)F)SC 4-(6-methoxypyridin-3-yl)-2-(methylthio)-6-(trifluoromethyl)pyrimidine